1-(2-((1R,3S,SR)-3-(2'-chloro-2-fluorobiphenyl-3-ylcarbamoyl)-2-azabicyclo[3.1.0]hexan-2-yl)-2-oxoethyl)-5-(6-fluoropyridin-3-yl)-1H-indazole-3-carboxamide ClC1=C(C=CC=C1)C1=C(C(=CC=C1)NC(=O)[C@H]1N([C@@H]2C[C@H]2C1)C(CN1N=C(C2=CC(=CC=C12)C=1C=NC(=CC1)F)C(=O)N)=O)F |&1:20|